ClC1=NN(C=N1)C1CC2(CNC2)C1 6-(3-chloro-1,2,4-triazol-1-yl)-2-azaspiro[3.3]heptane